4-amino-N-((5-ethynyl-4-methylpyridin-2-yl)methyl)-7-methyl-N-(1-methyl-1H-pyrazol-4-yl)-1,3-dihydrofuro[3,4-c]quinoline-8-carboxamide NC1=NC=2C=C(C(=CC2C2=C1COC2)C(=O)N(C=2C=NN(C2)C)CC2=NC=C(C(=C2)C)C#C)C